2-(2-methoxy-5-methyl-4-((3aR,6aS)-5-methylhexahydropyrrolo[3,4-c]pyrrol-2(1H)-yl)phenyl)-N4-(1-(methylsulfonyl)indolin-7-yl)-7H-pyrrolo[2,3-d]pyrimidine-2,4-diamine COC1=C(C=C(C(=C1)N1C[C@@H]2CN(C[C@@H]2C1)C)C)C1(N=C(C2=C(N1)NC=C2)NC=2C=CC=C1CCN(C21)S(=O)(=O)C)N